2-(2-hydroxyethyl)-6-nitro-1H-benzo[de]isoquinoline-1,3(2H)-dione OCCN1C(C2=CC=CC=3C2=C(C1=O)C=CC3[N+](=O)[O-])=O